FC(CNC(CCNC(=O)C1=CC(=CN1C)NC(=O)C1=CC(=CN1C)NC(C1=CN=C(C=C1)\C=C\C1=CC=C(C=C1)N(C)C)=O)=N)F (E)-N-(5-((5-((3-((2,2-difluoroethyl)amino)-3-iminopropyl)carbamoyl)-1-methyl-1H-pyrrol-3-yl)carbamoyl)-1-methyl-1H-pyrrol-3-yl)-6-(4-(dimethylamino)styryl)nicotinamide